2-hydroxy-1,2-bis(thiophen-2-yl)ethane-1-one OC(C(=O)C=1SC=CC1)C=1SC=CC1